O1C(OC2=C1C=CC(=C2)C#CC2=C1C=C(N=CC1=C(N=C2)NC)C2(CC2)C(=O)N)([2H])[2H] (5-((benzo[d][1,3]dioxol-5-yl-2,2-d2)ethynyl)-8-(methylamino)-2,7-naphthyridin-3-yl)cyclopropanecarboxamide